5,7-dioxaspiro[2.5]octane-6-one C1CC12COC(OC2)=O